5-(4-chloro-3-(trifluoromethyl)phenyl)-3-(2-(3,3-difluoroazetidin-1-yl)-2-oxoethyl)-3H-pyrrolo[2,3-d]pyrimidin-4(7H)-one ClC1=C(C=C(C=C1)C1=CNC=2N=CN(C(C21)=O)CC(=O)N2CC(C2)(F)F)C(F)(F)F